(R)-1-isopropyl-N-(4-methyl-3-(((R)-1-(naphthalen-1-yl)ethyl)carbamoyl)phenyl)pyrrolidine-2-carboxamide C(C)(C)N1[C@H](CCC1)C(=O)NC1=CC(=C(C=C1)C)C(N[C@H](C)C1=CC=CC2=CC=CC=C12)=O